COCC1CCN(CC1)CC=1C=NC=2N(C1)N=CC2C2=CC(=NC=C2)C(F)(F)F 6-((4-(Methoxymethyl)piperidin-1-yl)methyl)-3-(2-(trifluoromethyl)pyridin-4-yl)pyrazolo[1,5-a]pyrimidine